tert-Hexylperoxy-2-ethylhexanoate C(C)(C)(CCC)OOC(C(=O)[O-])(CCCC)CC